N1=CN=C(C2=CC=CC=C12)NC(C(=O)O)CC 2-(quinazolin-4-ylamino)butanoic acid